2-amino-3-((2-fluoro-4-iodopyridin-3-yl)oxy)propan-1-ol NC(CO)COC=1C(=NC=CC1I)F